C(C)(C)(C)C1CCN(CC1)C(=O)NC1=CC(=C(C=C1)C=1C=NC(=CC1)OCC)C=1N=NNN1 4-(tert-butyl)-N-(4-(6-ethoxypyrid-3-yl)-3-(2H-tetrazol-5-yl)phenyl)piperidine-1-carboxamide